FC1=C(C=CC(=C1)C#CC1=C(C=C(C=C1)CCC)F)C#CC#N 3-{2-fluoro-4-[(2-fluoro-4-propylphenyl)ethynyl]phenyl}prop-2-ynenitrile